CC(CC#N)N1N=C(C=C1)C=1C=CC=C2C=NC(=NC12)NC1=CC(=CC=C1)N1CCN(CC1)CC 8-(1-(1-methylcyanoethyl)pyrazolyl)-N-(3-(1-ethylpiperazin-4-yl)phenyl)quinazolin-2-amine